4-fluoro-3-(methylsulphonyl)aniline FC1=C(C=C(N)C=C1)S(=O)(=O)C